COC(C(=C(C=CN(C)C)OCC)C#N)=O 2-cyano-5-(dimethylamino)-3-ethoxypenta-2,4-dienoic acid methyl ester